NC1=C(C(=NN1CC)C=1C=CC(=NC1)CC(=O)[O-])C#N.[Li+] Lithium 2-[5-(5-amino-4-cyano-1-ethyl-pyrazol-3-yl)-2-pyridyl]acetate